CC1(OB(OC1(C)C)C=1C=CC(=C2N=COC21)N)C 7-(4,4,5,5-tetramethyl-1,3,2-dioxaborolan-2-yl)benzo[d]oxazole-4-amine